CN(C1CCN(CC1)CCN(C(=O)C1=CC2=C(S1)C(=CC=C2OC)C2=CN(C(C=C2)=O)C)CCC2OC2)C N-(2-(4-(dimethylamino)piperidin-1-yl)ethyl)-4-methoxy-7-(1-methyl-6-oxo-1,6-dihydropyridin-3-yl)-N-(2-(oxiran-2-yl)ethyl)benzo[b]thiophene-2-carboxamide